3-(4-(2-Azabicyclo[4.1.0]heptan-2-yl)pyrimidin-2-yl)-6-(difluoromethyl)imidazo[1,2-a]pyrazine C12N(CCCC2C1)C1=NC(=NC=C1)C1=CN=C2N1C=C(N=C2)C(F)F